[Na].C(C)C(CC=1C=CC2=C(C=CS2)C1)CCCC 5-(2-ethylhexyl)benzothiophene sodium